ethyl 6-bromo-1,2-benzothiazole-3-carboxylate BrC1=CC2=C(C(=NS2)C(=O)OCC)C=C1